tert-butyl 5-(2-hydroxyethyl)-1-methyl-3,4-dihydroisoquinoline-2(1H)-carboxylate OCCC1=C2CCN(C(C2=CC=C1)C)C(=O)OC(C)(C)C